2,3-dihydro-benzofuran-5-carboxylic acid [2-(2-oxa-5-aza-spiro[3.5]non-5-yl)-benzooxazol-5-yl]-amide C1OCC12N(CCCC2)C=2OC1=C(N2)C=C(C=C1)NC(=O)C=1C=CC2=C(CCO2)C1